3-(6-(4,4-difluoropiperidin-1-yl)-5-fluoropyridin-3-yl)-1,2,4-thiadiazole-5-carboxylic acid FC1(CCN(CC1)C1=C(C=C(C=N1)C1=NSC(=N1)C(=O)O)F)F